2-(4-chloro-2-ethoxycarbonylphenyl)-3,4-dihydroisoquinoline ClC1=CC(=C(C=C1)N1CC2=CC=CC=C2CC1)C(=O)OCC